(5-ethyl-1,2-thiazol-3-yl)methanol C(C)C1=CC(=NS1)CO